N-(7-chloro-6-(1-(4-hydroxy-3-methyltetrahydrofuran-3-yl)piperidin-4-yl)isoquinolin-3-yl)-2-(pyridin-4-yl)acetamide ClC1=C(C=C2C=C(N=CC2=C1)NC(CC1=CC=NC=C1)=O)C1CCN(CC1)C1(COCC1O)C